CN1C(C2(NC(CC2C(=O)O)C(F)(F)F)C2=CC=CC=C12)=O 1-methyl-2-oxo-5'-(trifluoromethyl)spiro[indoline-3,2'-pyrrolidine]-3'-carboxylic acid